2-(5-(2-cyclopropoxy-4-fluoro-phenoxy)pyrimidin-4-yl)-7-((tetrahydro-2H-pyran-4-yl)methyl)-2,7-diazaspiro[4.4]nonane C1(CC1)OC1=C(OC=2C(=NC=NC2)N2CC3(CC2)CN(CC3)CC3CCOCC3)C=CC(=C1)F